(Morpholin-4-yl){4-[6-(trifluoromethyl)pyridin-3-yl]piperidin-1-yl}methanone N1(CCOCC1)C(=O)N1CCC(CC1)C=1C=NC(=CC1)C(F)(F)F